5-chloro-2-hydroxy-3-((pyridin-3-ylimino)-methyl)phenyl isobutyrate C(C(C)C)(=O)OC1=C(C(=CC(=C1)Cl)C=NC=1C=NC=CC1)O